1-(2,6-difluorophenyl)-1H-pyrazolo[3,4-d]pyrimidine-6-carbonitrile FC1=C(C(=CC=C1)F)N1N=CC=2C1=NC(=NC2)C#N